{8-[(3-chloro-4-fluorophenyl)sulfonyl]-3,8-diazabicyclo[3.2.1]oct-3-yl}(1H-1,2,3-triazol-5-yl)methanone ClC=1C=C(C=CC1F)S(=O)(=O)N1C2CN(CC1CC2)C(=O)C2=CN=NN2